2-((2-ethyl-6-(2-(piperidin-4-yl)pyrimidin-5-yl)imidazo[1,2-a]pyridin-3-yl)(methyl)amino)-4-(4-fluorophenyl)thiazole-5-carbonitrile C(C)C=1N=C2N(C=C(C=C2)C=2C=NC(=NC2)C2CCNCC2)C1N(C=1SC(=C(N1)C1=CC=C(C=C1)F)C#N)C